6-((1-acetylpiperidin-4-yl)amino)-N-(3-(3,4-dihydroisoquinolin-2(1H)-yl)-4-hydroxycyclopentyl)pyrimidine-4-carboxamide C(C)(=O)N1CCC(CC1)NC1=CC(=NC=N1)C(=O)NC1CC(C(C1)O)N1CC2=CC=CC=C2CC1